C(C=C)N1C=NC=C1C 1-allyl-5-methyl-imidazole